ClCCC(CCC(C)N)N (2-chloroethyl)pentane-1,4-diamine